OC(C(O)(O)O)C=1C=C(C=CC1OC)C1=C2NC(=C1)C=C1C=CC(=N1)C=C1C=CC(N1)=CC=1C=CC(N1)=C2.[Co+2] cobalt (II) meta-tetrahydroxyethyl-(4-methoxyphenyl)porphyrin